2,2'-((1,4,7,10,13,16,21,24-octaazabicyclo[8.8.8]hexacosane-4,13-diyl)bis(methylene))bis(1,1,1,3,3,3-hexafluoropropan-2-ol) N12CCN(CCNCCN(CCN(CCNCC1)CC(C(F)(F)F)(C(F)(F)F)O)CCNCCNCC2)CC(C(F)(F)F)(C(F)(F)F)O